N-(4-bromo-1,3-benzothiazol-2-yl)-1-(pyrrolidin-3-yl)piperidine-3-carboxamide ethyl-2-formyl-6-methoxy-1-(4-(methylthio)benzyl)-1H-indole-3-carboxylate C(C)OC(=O)C1=C(N(C2=CC(=CC=C12)OC)CC1=CC=C(C=C1)SC)C=O.BrC1=CC=CC2=C1N=C(S2)NC(=O)C2CN(CCC2)C2CNCC2